C1N(CCC12CCNCC2)C2=CN1C(=NC(=CC1=O)C=1C=C(C=3N(N1)C=C(N3)C)C)S2 2-(2,8-diazaspiro[4.5]decan-2-yl)-7-(2,8-dimethylimidazo[1,2-b]pyridazin-6-yl)thiazolo[3,2-a]pyrimidin-5-one